4-[2-fluoro-4-(methoxymethyloxy)-3,5-dimethylphenyl]-3-methyl-4-oxobutanoic acid FC1=C(C=C(C(=C1C)OCOC)C)C(C(CC(=O)O)C)=O